3-acetyl-7-[(6-bromohexyl)oxy]-2H-chromen-2-one C(C)(=O)C=1C(OC2=CC(=CC=C2C1)OCCCCCCBr)=O